tert-butyl 4-(6-(8-fluoro-2-methylimidazo[1,2-a]pyridin-6-yl)-8-(methylsulfonyl)-1-oxoisoquinolin-2(1H)-yl)piperidine-1-carboxylate FC=1C=2N(C=C(C1)C=1C=C3C=CN(C(C3=C(C1)S(=O)(=O)C)=O)C1CCN(CC1)C(=O)OC(C)(C)C)C=C(N2)C